(S)-N-(1-(8-ethynyl-1-oxo-2-phenyl-1,2,4,5-tetrahydrocyclopenta[de]isoquinolin-3-yl)ethyl)-2-((N-methylsulfamoyl)amino)pyrazolo[1,5-a]pyrimidine-3-carboxamide C(#C)C1=CC=C2C=3C(=C(N(C(C13)=O)C1=CC=CC=C1)[C@H](C)NC(=O)C=1C(=NN3C1N=CC=C3)NS(NC)(=O)=O)CC2